The molecule is a hydroxyimidazole that has an imidazole core with carboxymethyl, 1-aminoethyl, methyl and hydroxy groups at the 1-, 2-, 4- and 5-positions respectively (the S enantiomer). It is a primary amino compound, a hydroxyimidazole, a member of imidazoles and a monocarboxylic acid. CC1=C(N(C(=N1)[C@H](C)N)CC(=O)O)O